adamantan-1-yl malonate C(CC(=O)[O-])(=O)OC12CC3CC(CC(C1)C3)C2